(S)-5-(3-((2-isopropoxypropyl)amino)-4-nitrophenyl)-1,3-dimethylpyridin-2(1H)-one C(C)(C)O[C@H](CNC=1C=C(C=CC1[N+](=O)[O-])C=1C=C(C(N(C1)C)=O)C)C